7-Ethyl-4-(4-fluoro-3-(6-methoxy-1-(oxetan-3-yl)-1H-benzo[d]imidazol-5-yl)phenyl)-7H-imidazo[4,5-c]pyridazine C(C)N1C=NC2=C1N=NC=C2C2=CC(=C(C=C2)F)C2=CC1=C(N(C=N1)C1COC1)C=C2OC